C(C)(C)(C)OC(CC(C1=NN(C(=C1)CCCC1(OCCO1)C)COCC[Si](C)(C)C)C1=CC(=C(C=C1)OC)F)=O 3-(3-fluoro-4-methoxyphenyl)-3-(5-(3-(2-methyl-1,3-dioxolan-2-yl)propyl)-1-((2-(trimethylsilyl)ethoxy)methyl)-1H-pyrazol-3-yl)propionic acid tert-butyl ester